(R)-3-(5-(difluoromethoxy)-2-fluorophenyl)-1-(3,5-difluoropyridin-2-yl)-N-(3-methyl-1,1-dioxidothietan-3-yl)-4,5,6,7-tetrahydro-1H-indazole-6-carboxamide FC(OC=1C=CC(=C(C1)C1=NN(C=2C[C@@H](CCC12)C(=O)NC1(CS(C1)(=O)=O)C)C1=NC=C(C=C1F)F)F)F